(S)-pyrrolidine-1,2-dicarboxylic acid 1-(tert-butyl) 2-methyl ester COC(=O)[C@H]1N(CCC1)C(=O)OC(C)(C)C